O(S(=O)(=O)C(F)(F)F)C1=CC=2N(C3=CC=CC=C3C2C=C1[Si](C)(C)C)C1OCCCC1 9-(tetrahydro-2H-pyran-2-yl)-3-(trimethylsilyl)-9H-carbazol-2-yl triflate